C1=NC=C(C2=CC=CC=C12)N1CC=2N=C(N=C(C2CC1)N1C[C@H]2CC[C@@H](C1)N2C(=O)OC(C)(C)C)OC[C@H]2N(CCC2)C tert-butyl (1R,5S)-3-(7-(isoquinolin-4-yl)-2-(((S)-1-methylpyrrolidin-2-yl)methoxy)-5,6,7,8-tetrahydropyrido[3,4-d]pyrimidin-4-yl)-3,8-diazabicyclo[3.2.1]octane-8-carboxylate